amino(methyl)oxyacetylacetylacetylacetylene NC(C(=O)C#CC(C)=O)C(COC)=O